(1R,5S,6r)-3,3-difluorobicyclo[3.1.0]hexane-6-carboxamide FC1(C[C@H]2C([C@H]2C1)C(=O)N)F